methyl (2S,3R)-2-amino-3-methylpent-4-enoate N[C@H](C(=O)OC)[C@@H](C=C)C